C1(CC1)[N-]C CYCLOPROPYL-METHYL-AMIDE